O.CN[C@H](C(=O)O)CC1=CC=C(O)C(O)=C1.O.O.CN[C@H](C(=O)O)CC1=CC=C(O)C(O)=C1 METHYLDOPA SESQUIHYDRATE